2-amino-3-[5-(3-methyl-2-oxo-1,3-benzoxazol-5-yl)-1H-indol-2-yl]propanenitrile NC(C#N)CC=1NC2=CC=C(C=C2C1)C=1C=CC2=C(N(C(O2)=O)C)C1